C(C)OC1=C(C=CC=C1)N(C=N)C N-(ethoxyphenyl)-N-methyl-formamidine